FC=1C=C(CN2C(N(C(C23CCN(CC3)C3=CN=C2C(=N3)N(N=C2)CC(F)F)=O)C=2C=NC(=NC2)C(F)(F)F)=O)C=C(C1)F 1-(3,5-difluorobenzyl)-8-(1-(2,2-difluoroethyl)-1H-pyrazolo[3,4-b]pyrazin-6-yl)-3-(2-(trifluoromethyl)pyrimidin-5-yl)-1,3,8-triazaspiro[4.5]decane-2,4-dione